FC(C(=O)N[C@H]1[C@@H](C1)/C(=C/C1=CC=CC=C1)/CC)(F)F 2,2,2-trifluoro-N-((1R,2S)-2-((E)-1-phenylbut-1-en-2-yl)cyclopropyl)acetamide